C(C=1C(C(=O)O)=CC=CC1)(=O)O.C(C=1C(C(=O)O)=CC=CC1)(=O)O.C(C=1C(C(=O)O)=CC=CC1)(=O)O.C(C=1C(C(=O)O)=CC=CC1)(=O)O.C=C ethylene tetraphthalate